CC1CN(C(O1)=O)[Si](C)(C)C 5-methyl-3-(trimethylsilyl)oxazolidin-2-one